C(C1=CC=CC=C1)OC(=O)N[C@H](CN1CC2=CC=C(C=C2CC1)C(=O)[O-])CCC(=O)OC(C)(C)C (S)-2-(2-(((benzyloxy)carbonyl)amino)-5-(tert-butoxy)-5-oxopentyl)-1,2,3,4-tetrahydroisoquinoline-6-carboxylate